2-(3-methylisoxazol-5-yl)ethan-1-one CC1=NOC(=C1)CC=O